CN(C=1NC(C=2N=CN([C@H]3[C@H](OC)[C@H](O)[C@@H](CO)O3)C2N1)=O)C N2,N2-dimethyl-2'-O-methylguanosine